C(=O)=C(CNC(C1=CC=C(C=C1)[N+](=O)[O-])=O)C N-(2-carbonylpropyl)-4-nitrobenzamide